CN([C@H](CNC(C#CC1=CC=CC=C1)=O)CC1=CC=C(C=C1)O)C (S)-N-(2-(dimethylamino)-3-(4-hydroxyphenyl)propyl)-3-phenylpropiolamide